(1R,3R)-N-(6-(4-((3S,4S)-4-hydroxy-3-methyltetrahydrofuran-3-yl)piperazin-1-yl)-7-methylisoquinolin-3-yl)-5-oxaspiro[2.4]heptane-1-carboxamide O[C@H]1[C@@](COC1)(C)N1CCN(CC1)C=1C=C2C=C(N=CC2=CC1C)NC(=O)[C@@H]1C[C@]12COCC2